((7-((2-methyl-[1,1'-biphenyl]-3-yl)methoxy)-2,3-dihydro-1H-inden-4-yl)methyl)glycine CC1=C(C=CC=C1COC=1C=CC(=C2CCCC12)CNCC(=O)O)C1=CC=CC=C1